pyrrolo(3,2-b)pyridine-1-carboxylic acid N1(C=CC2=NC=CC=C21)C(=O)O